(1S,3S,4S)-N-[(1R)-1-cyano-2-[(3R)-2-oxo-3-piperidyl]ethyl]-5,5-difluoro-2-[(2R)-4-methyl-2-[(2,2,2-trifluoroacetyl)amino]pentanoyl]-2-azabicyclo[2.2.2]octane-3-carboxamide C(#N)[C@@H](C[C@@H]1C(NCCC1)=O)NC(=O)[C@H]1N([C@@H]2CC([C@H]1CC2)(F)F)C([C@@H](CC(C)C)NC(C(F)(F)F)=O)=O